ClC1C2=C(N(S(C3=C1C=CC(=C3)SC(C)C)(=O)=O)C)C=CC=C2 11-Chloro-3-(isopropylthio)-6-methyl-6,11-dihydrodibenzo[c,f][1,2]thiazepine 5,5-dioxide